C1(CC1)C(=O)N1CCC(C1)OC=1C=NN(C1)CC(F)F (cyclopropanecarbonyl)-4-((1-(2,2-difluoroethyl)-1H-pyrazol-4-yl)oxy)pyrrolidin